8-([1,1'-biphenyl]-4-yl(cyclopropylmethyl)amino)-5-methyl-6-oxo-5,6-dihydro-1,5-naphthyridine-2-carbonitrile C1(=CC=C(C=C1)N(C1=CC(N(C=2C=CC(=NC12)C#N)C)=O)CC1CC1)C1=CC=CC=C1